[9-(4-phenyl-2-quinazolinyl)-9H-carbazol-3-yl]boronic acid C1(=CC=CC=C1)C1=NC(=NC2=CC=CC=C12)N1C2=CC=CC=C2C=2C=C(C=CC12)B(O)O